N-(3-chloro-4-fluorophenyl)-N-{4-[2-(2-chloro-3-fluorophenyl)acetamido]pyridin-2-yl}acetamide ClC=1C=C(C=CC1F)N(C(C)=O)C1=NC=CC(=C1)NC(CC1=C(C(=CC=C1)F)Cl)=O